4-(4-fluorophenyl)-2-methyl-1H-imidazole FC1=CC=C(C=C1)C=1N=C(NC1)C